Methyl (S)-2-(1-((tert-butoxycarbonyl)amino)ethyl)-5-chloro-3-(4,4,5,5-tetramethyl-1,3,2-dioxaborolan-2-yl)benzofuran-7-carboxylate C(C)(C)(C)OC(=O)N[C@@H](C)C=1OC2=C(C1B1OC(C(O1)(C)C)(C)C)C=C(C=C2C(=O)OC)Cl